N1C=CC2=CC=CC=C12.[Li] lithium indole